FC1=C(C(=CC(=C1)N1[C@@H]([C@H](C1)NC=1OC(=NN1)C1=CC=C(C=C1)OC(F)(F)F)C)F)C1C(NC(CC1)=O)=O 3-(2,6-difluoro-4-((2R,3S)-2-methyl-3-((5-(4-(trifluoromethoxy)phenyl)-1,3,4-oxadiazol-2-yl)amino)azetidin-1-yl)phenyl)piperidine-2,6-dione